(3Z)-3-hexen-1-ol 1-benzoate C(C1=CC=CC=C1)(=O)OCC\C=C/CC